COC=1C(=CC(=C(C1)N1CCC(CC1)CN1CC2(CCC1)CCNCC2)C=2C=NN(C2)C)[N+](=O)[O-] 2-((1-(5-methoxy-2-(1-methyl-1H-pyrazol-4-yl)-4-nitrophenyl)piperidin-4-yl)methyl)-2,9-diazaspiro[5.5]undecane